N-(1'-(6-(1,1-difluoro-2-methoxyethyl)-4-methylpyridin-2-yl)-1',2'-dihydrospiro[cyclopropane-1,3'-pyrrolo[3,2-c]pyridin]-6'-yl)acetamide FC(COC)(F)C1=CC(=CC(=N1)N1CC2(C=3C=NC(=CC31)NC(C)=O)CC2)C